OC1CCC(CC1)CC(=O)OC1=C(C(=C(C(=C1F)F)F)F)F perfluorophenyl 2-((1s,4s)-4-hydroxycyclohexyl)acetate